cyclopropylmethyl 1'-[4-(dimethylsulfamoyl) benzenesulfonyl]-1',2'-dihydrospiro[piperidine-4,3'-pyrazolo[1,5-a]imidazole]-1-carboxylate CN(S(=O)(=O)C1=CC=C(C=C1)S(=O)(=O)N1C=2N(C3(C1)CCN(CC3)C(=O)OCC3CC3)N=CC2)C